(2S)-2-[[2-(4-methylsulfonylanilino)-5-(1H-triazol-5-yl)pyrimidin-4-yl]amino]-2-phenyl-ethanol CS(=O)(=O)C1=CC=C(NC2=NC=C(C(=N2)N[C@H](CO)C2=CC=CC=C2)C2=CN=NN2)C=C1